FC1=C(N)C=C(C(=C1C)OC1=CC2=C(N(N=N2)C)C=C1)F 2,5-difluoro-3-methyl-4-((1-methyl-1H-benzo[d][1,2,3]triazol-5-yl)oxy)aniline